3-chloro-6-(3,5-dimethyl-1H-pyrazol-1-yl)-4-methylpyridazine ClC=1N=NC(=CC1C)N1N=C(C=C1C)C